2-[4-(4-{6-[2-(7-Fluoro-4-methoxy-2-methyl-indol-1-yl)-ethylamino]-pyrimidin-4-yl}-phenyl)-thiazol-2-yl]-acetamide FC=1C=CC(=C2C=C(N(C12)CCNC1=CC(=NC=N1)C1=CC=C(C=C1)C=1N=C(SC1)CC(=O)N)C)OC